The molecule is an amino trisaccharide that is 2-acetamido-2-deoxy-beta-D-glucopyranose in which the hydroxy groups at positions 3 and 4 have been converted to the corresponding beta-D-galactopyranosyl and 4,6-dideoxy-alpha-L-xylo-hexopyranosyl derivatives, respectively. It is a member of acetamides and an amino trisaccharide. It derives from a beta-D-Galp-(1->3)-beta-D-GlcpNAc. C[C@H]1C[C@H]([C@@H]([C@@H](O1)O[C@@H]2[C@H](O[C@H]([C@@H]([C@H]2O[C@H]3[C@@H]([C@H]([C@H]([C@H](O3)CO)O)O)O)NC(=O)C)O)CO)O)O